CC=1C(=C(C(C1)(C)[Sn]C1(C(=C(C(=C1)C)C)C)C)C)C Bis(tetramethylcyclopentadienyl)tin